NC1CN(CC1F)C1=NC(=NC2=CC=C(C=C12)C)N1CCS(C2=C(C1)C=CC=C2)=NC2CC2 4-(4-(3-amino-4-fluoropyrrolidin-1-yl)-6-methylquinazolin-2-yl)-1-(cyclopropylimino)-2,3,4,5-tetrahydro-benzo[f][1,4]thiazepine